4-(5-amino-2-(9-methyl-3,9-diazaspiro[5.5]undecan-3-yl)phenyl)butan-1-ol NC=1C=CC(=C(C1)CCCCO)N1CCC2(CC1)CCN(CC2)C